(S)-3-(1,4-dimethyl-1H-benzo[d][1,2,3]triazol-5-yl)-3-(3-(((R)-7-hydroxy-2-methyl-2,3-dihydropyrido[2,3-f][1,4]oxazepin-4(5H)-yl) methyl)-4-methylphenyl)-2,2-dimethylpropionate CN1N=NC2=C1C=CC(=C2C)[C@@H](C(C(=O)[O-])(C)C)C2=CC(=C(C=C2)C)CN2C[C@H](OC1=C(C2)N=C(C=C1)O)C